17-amino-13-(2-methoxyethyl)-6,15-bis(trifluoromethyl)-19-oxa-3,4,13,18-tetrazatricyclo[12.3.1.12,5]nonadeca-1(18),2,4,14,16-pentaen-6-ol NC1=CC(=C2N(CCCCCCC(C3=NN=C(C1=N2)O3)(O)C(F)(F)F)CCOC)C(F)(F)F